ClC(C(=O)N[C@H]1[C@@H](O[C@@H]([C@H]([C@@H]1O)O)CO)O[C@H]1[C@@H](O[C@H]([C@@H]([C@H]1O)O)C)O[C@H]1[C@@H](O[C@H]([C@@H]([C@H]1O)O)C)O[C@H]1[C@H]([C@H](OCC=C)O[C@H]([C@@H]1O)C)OC(CCl)=O)(Cl)Cl Allyl 2-deoxy-2-trichloroacetamido-β-D-glucopyranosyl-(1→2)-α-L-rhamnopyranosyl-(1→2)-α-L-rhamnopyranosyl-(1→3)-2-O-chloroacetyl-α-L-rhamnopyranoside